C1(=CC=C(C=C1)C(NC(=O)C=1C(NC(=C(C1)C)C(F)F)=O)C1=CC=C(C=C1)C)C N-(di-p-tolylmethyl)-6-(difluoromethyl)-5-methyl-2-oxo-1,2-dihydropyridine-3-carboxamide